C(C)(C)C1=C(C=C(C=C1)OC)N1/C(/SCC1=O)=N/C(=O)NC1=C(C=C(C=C1)C1=NN(C=N1)C1=NC=C(C=C1)C(F)(F)F)C (Z)-1-(3-(2-isopropyl-5-methoxyphenyl)-4-oxothiazolidin-2-ylidene)-3-(2-methyl-4-(1-(5-(trifluoromethyl)pyridin-2-yl)-1H-1,2,4-triazol-3-yl)phenyl)urea